N=1C=CN2C1C=CC(=C2)OCC21CCOC(C2)C1 5-((imidazo[1,2-a]pyridin-6-yloxy)methyl)-2-oxabicyclo[3.1.1]heptan